NC1CCC(CC1)C#N (1s,4s)-4-aminocyclohexane-1-carbonitrile